CN1N=NC2=C1C=CC(=C2C)[C@H](CC(=O)OCC)C2=CC(=C(C=C2)C)CN2C[C@H](OC1=C(C2)N=C(C=C1)O)CC Ethyl (R)-3-(1,4-dimethyl-1H-benzo[d][1,2,3]triazol-5-yl)-3-(3-(((R)-2-ethyl-7-hydroxy-2,3-dihydropyrido[2,3-f][1,4]oxazepin-4(5H)-yl)methyl)-4-methylphenyl)propanoate